BrC1=CC=C(C=C1)N1CCN(CC1)C(=O)N1C[C@@H]2[C@@H](OCC(N2)=O)CC1 (4aR,8aS)-6-(4-(4-bromophenyl)piperazine-1-carbonyl)hexahydro-2H-pyrido[4,3-b][1,4]oxazin-3(4H)-one